FC[C@@]1(C[C@@]2(CN(C(O2)=O)C2=NC=C(N=C2)C(C)(C)O)CCC1)CN1C=NC2=C1C=C(C=C2)C#N 1-(((5R,7S)-7-(fluoromethyl)-3-(5-(2-hydroxypropan-2-yl)pyrazin-2-yl)-2-oxo-1-oxa-3-azaspiro[4.5]decan-7-yl)methyl)-1H-benzo[d]imidazole-6-carbonitrile